ethyl 1-{2-[2-(tert-butoxycarbonylmethoxy)ethoxy]ethoxy}-4-pyrazolecarboxylate C(C)(C)(C)OC(=O)COCCOCCON1N=CC(=C1)C(=O)OCC